trans-4-((tert-butyldimethylsilyl)oxy)cyclohexanecarboxylic acid tert-butyldimethylsilyl ester [Si](C)(C)(C(C)(C)C)OC(=O)[C@@H]1CC[C@H](CC1)O[Si](C)(C)C(C)(C)C